O=C1NC(CCC1C1=NN(C2=CC(=CC=C12)O[C@@H]1[C@H](CC2(CN(C2)C(=O)OC(C)(C)C)CC1)C)C)=O tert-butyl (6S,7S)-7-[3-(2,6-dioxo-3-piperidyl)-1-methyl-indazol-6-yl]oxy-6-methyl-2-azaspiro[3.5]nonane-2-carboxylate